(4-(2-hydroxyethoxy)phenyl)methanone OCCOC1=CC=C(C=C1)C=O